FC(CN1C=CC2=CC(=CC=C12)[N+](=O)[O-])(C)C 1-(2-fluoro-2-methylpropyl)-5-nitro-1H-indole